1-(5,7-difluoro-1,3-dimethylindol-2-yl)-2,2,2-trifluoroethanone FC=1C=C2C(=C(N(C2=C(C1)F)C)C(C(F)(F)F)=O)C